3-Methyldioxyindole CC1(C2=CC=CC=C2NC1=O)O